[N+](=O)([O-])C=1C=C(CN2N=C3C(=C2)CN(C3)C(=O)OC(C)(C)C)C=CC1 tert-butyl 2-(3-nitrobenzyl)-2,6-dihydropyrrolo[3,4-c]pyrazole-5(4H)-carboxylate